ClC1=NC=CC(=N1)OC=1C=C2C=CN=C(C2=CC1)O 6-(2-chloropyrimidin-4-yl)oxyisoquinolin-1-ol